ClC(C(=O)O)CC1=CC(=CC=C1)C(F)(F)F 2-chloro-3-(3-trifluoromethylphenyl)propionic acid